FC1=C(C(=O)C(C(=O)[O-])=O)C=C(C=C1)OC(F)(F)F 2-(2-fluoro-5-(trifluoromethoxy) benzoyl)-2-oxoacetate